F[C@H]1[C@@]2(CC[C@H](C[C@H]1OC1=CC=C(N=N1)C1=C(C=C(C=C1)C1=NC(N(C=N1)C)=O)O)N2C)C 4-(4-(6-(((1S,2S,3R,5R)-2-fluoro-1,8-dimethyl-8-azabicyclo[3.2.1]octan-3-yl)oxy)pyridazin-3-yl)-3-hydroxyphenyl)-1-methyl-1,3,5-triazin-2(1H)-one